C(C)C1N(CC1)C(=O)O[C@H]1C[C@H](CC1)C1=CC(=NN1)NC(CC=1OC(=CN1)C)=O (1R,3S)-3-(3-{[(5-methyl-1,3-oxazol-2-yl)acetyl]amino}-1H-pyrazol-5-yl)cyclopentyl (2ξ)-2-ethylazetidine-1-carboxylate